FC1=C(C=C(C=C1)F)[C@@H]1N(CCC1)C1=NC=2N(C=C1)N=CC2C(=O)NC(CO)(CO)C (R)-5-(2-(2,5-difluorophenyl)pyrrolidin-1-yl)-N-(1,3-dihydroxy-2-methylpropan-2-yl)pyrazolo[1,5-a]pyrimidine-3-carboxamide